FC1=C(C=CC=C1)[C@H]1CC[C@H](CC1)OC[C@@H]1NCCC[C@@H]1NS(=O)(=O)C N-((2R,3S)-2-(((cis-4-(2-fluorophenyl)cyclohexyl)oxy)-methyl)piperidin-3-yl)methanesulfonamide